N-[(Benzyloxy)carbonyl]-L-valyl-N-{(1S)-3-[{(1R)-1-[1-benzyl-4-(2,5-difluorophenyl)-1H-pyrrole-2-yl]-2,2-dimethylpropyl}(glycoloyl)amino]-1-carboxypropyl}-L-alaninamide C(C1=CC=CC=C1)OC(=O)N[C@@H](C(C)C)C(=O)N[C@@H](C)C(=O)N[C@@H](CCN(C(CO)=O)[C@H](C(C)(C)C)C=1N(C=C(C1)C1=C(C=CC(=C1)F)F)CC1=CC=CC=C1)C(=O)O